N-(3,5-difluoro-2-methylphenyl)-4-hydroxy-2-oxo-1,2,5,6-tetrahydropyridine-3-carbothioamide FC=1C(=C(C=C(C1)F)NC(=S)C=1C(NCCC1O)=O)C